C1(CC1)N1N=CC(=C1)C=1C=C2C=C(N=CC2=CC1)NC(=O)C1CCN(CC1)CCC(F)(F)F N-(6-(1-cyclopropyl-1H-pyrazol-4-yl)isoquinolin-3-yl)-1-(3,3,3-trifluoropropyl)piperidine-4-carboxamide